3-[3'-(2''-O-α-L-rhamnopyranosyl-α-L-rhamnopyranosyloxy)decanoyloxy]decanoic acid [C@@H]1([C@H](O)[C@H](O)[C@@H](O)[C@@H](O1)C)O[C@H]1[C@@H](O[C@H]([C@@H]([C@H]1O)O)C)OC(CC(=O)OC(CC(=O)O)CCCCCCC)CCCCCCC